(3-(3-(3-fluorophenyl)-4-oxo-3,4-dihydro-phthalazin-1-yl)phenyl)ethyl-sulfonamide FC=1C=C(C=CC1)N1N=C(C2=CC=CC=C2C1=O)C=1C=C(C=CC1)CCS(=O)(=O)N